[3-(3-fluoroanilino)-1-(methylsulfonylmethyl)pyrazolo[4,3-c]pyridin-6-yl]-(1,4-oxaazepan-4-yl)methanone FC=1C=C(NC2=NN(C3=C2C=NC(=C3)C(=O)N3CCOCCC3)CS(=O)(=O)C)C=CC1